9-(2-(2-(2-methoxyethoxy)ethoxy)ethyl)-9H-carbazole COCCOCCOCCN1C2=CC=CC=C2C=2C=CC=CC12